1,3,5-trimercaptomethyl-benzenethiol SCC1(CC(=CC(=C1)CS)CS)S